C(C)(C)(C)[S@](=O)N[C@H](C)C1=CC=C2C(=N1)N(C(=C2)C2=NC1=C(N2C)C(=CC(=C1)C(=O)OC(C)C)OC)COCC[Si](C)(C)C isopropyl 2-(6-((R)-1-(((S)-tert-butylsulfinyl)amino)ethyl)-1-((2-(trimethylsilyl)ethoxy)methyl)-1H-pyrrolo[2,3-b]pyridin-2-yl)-7-methoxy-1-methyl-1H-benzo[d]imidazole-5-carboxylate